5-(1-ethylcyclooctyloxycarbonyl)-7-oxo-bicyclo[2.2.1]Hept-2-ene C(C)C1(CCCCCCC1)OC(=O)C1C2C=CC(C1)C2=O